2-[4-[1-(2,6-dioxo-3-piperidyl)-3-methyl-2-oxo-benzimidazol-4-yl]-1-piperidyl]-N-[5-fluoro-7-hydroxy-6-(1,1,4-trioxo-1,2,5-thiadiazolidin-2-yl)-2-naphthyl]acetamide O=C1NC(CCC1N1C(N(C2=C1C=CC=C2C2CCN(CC2)CC(=O)NC2=CC1=CC(=C(C(=C1C=C2)F)N2S(NC(C2)=O)(=O)=O)O)C)=O)=O